1,3-dimethyl-5-(4,4,5,5-tetramethyl-1,3,2-dioxaborolan-2-yl)-1H-pyrazolo[3,4-b]pyridine CN1N=C(C=2C1=NC=C(C2)B2OC(C(O2)(C)C)(C)C)C